C(C1=CC=CC=C1)OC(=O)NCCCC[C@@H](COC1=C(C(=O)OC)C=CC(=C1)Br)NC(CN(C(CP(=O)(OCC)OCC)=O)C)=O Methyl (S)-2-((6-(((benzyloxy)carbonyl)amino)-2-(2-(2-(diethoxyphosphoryl)-N-methylacetamido)acetamido)hexyl)oxy)-4-bromobenzoate